(3-aminophenyl)-4-(pyrimidin-2-yl)piperazine-1-carboxamide NC=1C=C(C=CC1)C1N(CCN(C1)C1=NC=CC=N1)C(=O)N